O1[C@H](COC2=C1C=CC=C2)C2=CC=C(CN[C@H]1[C@H](CCC1)O)C=C2 (1S,2R)-2-({4-[(2S)-2,3-dihydro-1,4-benzodioxin-2-yl]benzyl}amino)cyclopentanol